N1CC(C1)NC=1C(=C(OC=2N=CC(=NC2)N2CCC(CC2)(C)CNC(OC(C)(C)C)=O)C=CC1)Cl tert-butyl ((1-(5-(3-(azetidin-3-ylamino)-2-chlorophenoxy)pyrazin-2-yl)-4-methylpiperidin-4-yl)methyl)carbamate